C1CNC2=C(N1)C=CC(=C2)[N+](=O)[O-] TETRAHYDRO-6-NITROQUINOXALINE